1-(2-(4-((2-(dimethylamino)ethyl)(methyl)amino)-2-methoxy-5-nitrophenylamino)pyrimidin-4-yl)-5-methyl-1H-benzo[d]imidazol-2(3H)-one CN(CCN(C1=CC(=C(C=C1[N+](=O)[O-])NC1=NC=CC(=N1)N1C(NC2=C1C=CC(=C2)C)=O)OC)C)C